2-fluoro-4-(((3S,4R)-4-hydroxy-4-(hydroxymethyl)-1-((4-(2,2,2-trifluoroethyl)phenyl)sulfonyl)pyrrolidin-3-yl)oxy)benzonitrile FC1=C(C#N)C=CC(=C1)O[C@H]1CN(C[C@]1(CO)O)S(=O)(=O)C1=CC=C(C=C1)CC(F)(F)F